1-(3-(difluoromethoxy)phenyl)-N-(4-methyl-1,1-dioxidotetrahydro-2H-thiopyran-4-yl)-2-oxo-3-(2,2,2-trifluoroethyl)-2,3-dihydro-1H-benzo[d]imidazole-5-carboxamide FC(OC=1C=C(C=CC1)N1C(N(C2=C1C=CC(=C2)C(=O)NC2(CCS(CC2)(=O)=O)C)CC(F)(F)F)=O)F